C(C=C)(=O)N1CC2(C1)CN(CC2)C2=NC=NC(=C2C#N)C2=C1C(=NNC1=CC=C2C)N 4-(2-acryloyl-2,6-diazaspiro[3.4]octan-6-yl)-6-(3-amino-5-methyl-1H-indazol-4-yl)pyrimidine-5-carbonitrile